3-{3-methyl-2-oxo-4-[5-(piperidin-4-yl)pentyl]-1,3-benzodiazol-1-yl}piperidine-2,6-dione trifluoroacetate FC(C(=O)O)(F)F.CN1C(N(C2=C1C(=CC=C2)CCCCCC2CCNCC2)C2C(NC(CC2)=O)=O)=O